2-[(1,3-dioxo-2,3-dihydro-1H-isoindol-2-yl)methyl]-1-ethyl-6-methoxy-3-methyl-1H-1,3-benzodiazol-3-ium iodide [I-].O=C1N(C(C2=CC=CC=C12)=O)CC1=[N+](C2=C(N1CC)C=C(C=C2)OC)C